OCCCOC(C(=C)CCC)=O 3-hydroxypropyl-2-propylacrylate